C(C)N(C(C=1C(O)=CC=CC1)=O)CC N,N-diethyl-salicylamide